2-(2-(3-aminopyrrolidin-1-yl)-6-methylpyrimidin-4-yl)-4-(5,6,7,8-tetrahydroimidazo[1,2-a]pyridin-3-yl)-2,3-dihydro-1H-pyrrolo[3,4-c]pyridin-1-one NC1CN(CC1)C1=NC(=CC(=N1)N1CC=2C(=NC=CC2C1=O)C1=CN=C2N1CCCC2)C